C(C=C)(=O)N1CC2(C1)CN(CC2)C2=NC1=CC=CC=C1C(=C2C#N)C2=C(C=CC(=C2)C#N)F 2-(2-acryloyl-2,6-diazaspiro[3.4]octan-6-yl)-4-(5-cyano-2-fluorophenyl)quinoline-3-carbonitrile